C(C)(C)(C)N1N=NN=C1C(C=1NC2=CC=CC=C2C1)N1CCN(CC1)C1=C(C=NC=C1Cl)Cl 2-((1-(tert-butyl)-1H-tetrazol-5-yl)(4-(3,5-dichloropyridin-4-yl)piperazin-1-yl)methyl)-1H-indole